C(C)(C)(C)OC(NS(=O)(=O)N1CC(C1)SC1=NON=C1C1=NOC(N1C1=CC(=C(C=C1)F)Br)=O)=O (3-((4-(4-(3-bromo-4-fluorophenyl)-5-oxo-4,5-dihydro-1,2,4-oxadiazol-3-yl)-1,2,5-oxadiazol-3-yl)thio)azetidin-1-yl)sulfonylcarbamic acid tert-butyl ester